2-oxo-2,3-dihydro-1H-pyrrolo[2,3-c]pyridine-5-carboxamide O=C1CC=2C(=CN=C(C2)C(=O)N)N1